Cl.NC\C=C(\CN1C(=NC2=C1C=CC=C2C=2C=C(C=CC2)S(=O)(=O)N(C)C)C)/F (Z)-3-(1-(4-amino-2-fluoro-but-2-en-1-yl)-2-methyl-1H-benzo[d]imidazol-4-yl)-N,N-dimethylbenzenesulfonamide hydrochloride